SC[C@@H](O)[C@H](O)CS D-dithiothreitol